5-(2,6-dichlorophenyl)-2-(2-fluorophenoxy)-6H-pyrimidine ClC1=C(C(=CC=C1)Cl)C1=CN=C(NC1)OC1=C(C=CC=C1)F